tert-butyl 4-[(4-bromo-2,6-difluoro-phenyl)carbamoyl]-4-methylpiperidine-1-carboxylate BrC1=CC(=C(C(=C1)F)NC(=O)C1(CCN(CC1)C(=O)OC(C)(C)C)C)F